2-((tert-butoxycarbonyl)amino)acrylic acid methyl ester COC(C(=C)NC(=O)OC(C)(C)C)=O